O=C(CCOC[C@H](C)NC1=C(C(NN=C1)=O)C(F)(F)F)N1CC2N(C=3N=CC(=CC3CC2)C(F)(F)F)CC1 5-(((2S)-1-(3-oxo-3-(3-(trifluoromethyl)-5,6,6a,7,9,10-hexahydro-8H-pyrazino[1,2-a][1,8]Naphthyridin-8-yl)propoxy)propan-2-yl)amino)-4-(trifluoromethyl)pyridazin-3(2H)-one